Dimethyl (phenylmethylene)bis(6-methyl-3,1-phenylene) biscarbonate C(OC)(OC1=CC(=CC=C1C)C(C=1C=C(C(=CC1)C)OC(OC)=O)C1=CC=CC=C1)=O